tert-Butyl (3R,4S)-3-(5-(4-amino-5-(trifluoromethyl)pyrrolo[2,1-f][1,2,4]triazin-7-yl)-2-(methoxy-d3)nicotinamido)-4-fluoropyrrolidine-1-carboxylate NC1=NC=NN2C1=C(C=C2C=2C=NC(=C(C(=O)N[C@@H]1CN(C[C@@H]1F)C(=O)OC(C)(C)C)C2)OC([2H])([2H])[2H])C(F)(F)F